1-[2-Methyl-6-(2,2,2-trifluoro-ethoxy)-pyrimidin-4-ylmethyl]-3-spiro[3.3]hept-2-yl-urea CC1=NC(=CC(=N1)CNC(=O)NC1CC2(C1)CCC2)OCC(F)(F)F